6-(2,8-dimethylimidazo[1,2-B]pyridazin-6-yl)-4-fluoro-2-(1-methyl-4-piperidinyl)benzotriazoleN CC=1N=C2N(N=C(C=C2C)C=2C=C(C3=C(NN(N3)C3CCN(CC3)C)C2)F)C1